4-(2-Oxopyrrolidin-1-yl)phenyl[3-pyridyl]-5,6-dihydropyrrolo[3,4-b]pyridin-7-one O=C1N(CCC1)C1=CC=C(C=C1)C=1C=C2C(=NC1C=1C=NC=CC1)C(NC2)=O